C1(CC1)CS(=O)(=O)N1CCC(CC1)CC1=CC=2N(C=C1)N=CC2N2C(NC(CC2)=O)=O 1-(5-((1-((cyclopropylmethyl)sulfonyl)piperidin-4-yl)methyl)pyrazolo[1,5-a]pyridin-3-yl)dihydropyrimidine-2,4(1H,3H)-dione